3-[2-Bromo-5-[(E)-3-(3-chloro-2-hydroxy-phenyl)-3-oxo-prop-1-enyl]-4-(trifluoromethoxy)phenoxy]propanoic acid BrC1=C(OCCC(=O)O)C=C(C(=C1)OC(F)(F)F)\C=C\C(=O)C1=C(C(=CC=C1)Cl)O